C(C)(C)(C)OC(=O)N1C2CC(C3=CC=C(N=C13)C(OC)OC)(C2)OC.COC(=O)C2=CC1=C(NC(=N1)C1=CC3=CC4=C(C=CC=C4C=C3C=C1)C1=NC3=C(N1)C=CC(=C3)C(=O)OC)C=C2 2,8-di(5-methoxycarbonyl-1H-benzimidazol-2-yl)anthracene tert-butyl-7-(dimethoxymethyl)-4-methoxy-3,4-dihydro-2,4-methylene-1,8-naphthyridine-1(2H)-carboxylate